6-(4-(2,7-dimethyl-2H-indazol-4-yl)-2-fluorobenzyl)-6,7-dihydro-5H-pyrrolo[3,4-b]pyridin-5-one-7,7-d2 CN1N=C2C(=CC=C(C2=C1)C1=CC(=C(CN2C(C3=NC=CC=C3C2=O)([2H])[2H])C=C1)F)C